6-chloro-4-(isopropylamino)pyridine-3-carbohydrazide ClC1=CC(=C(C=N1)C(=O)NN)NC(C)C